BrC=1C=C(CNC(=O)C2=NC3=C(N2)C=CC(=C3)Cl)C=CC1 N-(3-bromobenzyl)-5-chloro-1H-benzo[d]imidazole-2-carboxamide